4-(2-morpholinoethoxy)-9-(benzo[d][1,3]dioxol-5-yl)-6,7-methylenedioxynaphtho[2,3-c]furan-1(3H)-one O1CCN(CC1)CCOC1=C2C=C3C(=CC2=C(C=2C(OCC21)=O)C2=CC1=C(OCO1)C=C2)OCO3